1,3-bis-(2,3-epoxypropoxy)benzene C(C1CO1)OC1=CC(=CC=C1)OCC1CO1